tricyclo[5.2.1.0(2,6)]decane-4,8-dimethanol C12C3CC(CC3C(C(C1)CO)C2)CO